S(N)(=O)(=O)NCCC1CN(C1)C1=NC=NC2=C(C(=CC=C12)OC)OC 4-(3-(2-sulfamoylaminoethyl)azetidin-1-yl)-7,8-dimethoxyquinazoline